ClC=1N=C(C2=C(N1)C(=CS2)C=O)N2[C@H](COCC2)C (S)-2-chloro-4-(3-methylmorpholino)thieno[3,2-d]Pyrimidine-7-carbaldehyde